(carbazolyl)methylindene 4-chloro-1,2-phenylenebis(pyrrolidine-1-carboxylate) ClC1=CC(=C(C=C1)C1N(CCC1)C(=O)O)C1N(CCC1)C(=O)O.C1(=CC=CC=2C3=CC=CC=C3NC12)CC1C=CC2=CC=CC=C12